1-Cyclopropyl-3-(1-(6-(6-(difluoromethyl)imidazo[1,2-b]pyridazin-3-yl)pyrimidin-4-yl)pyrrolidin-3-yl)urea C1(CC1)NC(=O)NC1CN(CC1)C1=NC=NC(=C1)C1=CN=C2N1N=C(C=C2)C(F)F